1,9-di(2-aminophenoxy)nonaneN NC1=C(OC=CCCCCCCCOC2=C(C=CC=C2)N)C=CC=C1